5-benzyl-N-(7-(1,4-dimethyl-1H-pyrazol-5-yl)-1-methyl-2-oxo-1,2,3,4-tetrahydro-[1,4]diazepino[3,2,1-hi]indol-3-yl)-4H-1,2,4-triazole-3-carboxamide C(C1=CC=CC=C1)C=1NC(=NN1)C(=O)NC1C(N(C=2C=CC=C3C(=CN(C23)C1)C1=C(C=NN1C)C)C)=O